CNC=1N=C(C(=NC1C=1C2=C(C=NC1)N(C=N2)C)C(=O)N)NC2=CC=C(C=C2)CN2CCOCC2 5-(Methylamino)-6-(3-methylimidazo[4,5-c]pyridin-7-yl)-3-[4-(morpholinomethyl)anilino]pyrazin-2-carboxamid